CN1N=NC2=C1C=CC(=C2C)C(CC(=O)O)C2=CC(=C1C=CNC1=C2)CN2S(C1=C(O[C@@H](C2)C)C=CC=C1)(=O)=O 3-(1,4-Dimethyl-1H-benzotriazol-5-yl)-3-(4-{[(4R)-4-methyl-1,1-dioxido-3,4-dihydro-2H-5,1,2-benzoxathiazepin-2-yl]methyl}-1H-indol-6-yl)propanoic acid